3-((3-(1H-tetrazol-5-yl)-5-(6-(2-(4-(trifluoromethyl)phenoxy)ethoxy)pyridin-3-yl)phenyl)amino)-4-hydroxycyclobut-3-ene-1,2-dione N1N=NN=C1C=1C=C(C=C(C1)C=1C=NC(=CC1)OCCOC1=CC=C(C=C1)C(F)(F)F)NC=1C(C(C1O)=O)=O